3-(4-bromo-2-chloro-6-fluorophenyl)piperidine-2,6-dione BrC1=CC(=C(C(=C1)F)C1C(NC(CC1)=O)=O)Cl